NC1=C(SC2=NC(=CC(=C21)C)C)C(=O)NC2CC=1C=NC(=NC1CC2)N2C[C@@H]([C@H](C2)OC(C)C)NC(OC(C)(C)C)=O Tert-Butyl N-[(3S,4S)-1-[6-[3-amino-4,6-dimethylthieno[2,3-b]pyridine-2-amido]-5,6,7,8-tetrahydroquinazolin-2-yl]-4-(propan-2-yloxy)pyrrolidin-3-yl]carbamate